rac-4-methyl-2-((3aR,5R,7S,7aR)-1,3,3,5,7-pentamethyloctahydro-benzo[c]isoxazol-5-yl)benzonitrile CC1=CC(=C(C#N)C=C1)[C@]1(C[C@@H]2[C@H](N(OC2(C)C)C)[C@H](C1)C)C |r|